4-methyl-1,10-decanediol CC(CCCO)CCCCCCO